[Si](C)(C)(C(C)(C)C)O[C@@H]1CN(CC[C@H]1N1C([C@@H](CC1)OC[C@H](C)NC(OC(C)(C)C)=O)=O)C1=NC=C(C=N1)C(F)(F)F tert-butyl ((S)-1-(((R)-1-((3R,4R)-3-((tert-butyldimethylsilyl)oxy)-1-(5-(trifluoromethyl)pyrimidin-2-yl)piperidin-4-yl)-2-oxopyrrolidin-3-yl)oxy)propan-2-yl)carbamate